O1CC(CC1)NC1=NC=NC(=C1)N N4-(tetrahydrofuran-3-yl)pyrimidine-4,6-diamine